(R)-2-(6-methoxy-1-methyl-5-((1-methylpyrrolidin-3-yl)amino)-1H-imidazo[4,5-b]pyrazin-2-yl)-3-methyl-5-(trifluoromethyl)phenol formate Salt C(=O)O.COC1=C(N=C2C(=N1)N(C(=N2)C2=C(C=C(C=C2C)C(F)(F)F)O)C)N[C@H]2CN(CC2)C